N1=CC(=CC=C1)COC1=C(C(=N)N)C=CC=C1 2-(pyridin-3-ylmethoxy)benzamidine